4-(1H-pyrazol-1-yl)-3-trifluoromethylaniline N1(N=CC=C1)C1=C(C=C(N)C=C1)C(F)(F)F